3-(4-(1,3,4-oxadiazol-2-yl)pyridin-2-yl)phenyl heptylcarbamate C(CCCCCC)NC(OC1=CC(=CC=C1)C1=NC=CC(=C1)C=1OC=NN1)=O